BrC=1C(CCC2=C(C1C1=CC(=CC=C1)O[C@H]1CN(CC1)CCCF)C=CC(=C2)C(=O)OC)C methyl 8-bromo-9-(3-(((R)-1-(3-fluoropropyl)pyrrolidin-3-yl)oxy)phenyl)-7-methyl-6,7-dihydro-5H-benzo[7]annulene-3-carboxylate